3-((tert-butoxycarbonyl)amino)-5-(3,4-dimethylphenyl)-2-((1,1-dioxido-2,3-dihydrothiophen-3-yl)carbamoyl)pyridine 1-oxide C(C)(C)(C)OC(=O)NC=1C(=[N+](C=C(C1)C1=CC(=C(C=C1)C)C)[O-])C(NC1CS(C=C1)(=O)=O)=O